CN(C)CC1=C(C=CC(=N1)NC=1C2=C(C(=NC1)C1=C3C(=NC=C1)N(C=C3)C)CNC2=O)N2C[C@@H](OCC2)C(C)(C)O (R)-7-((6-((dimethylamino)-methyl)-5-(2-(2-hydroxypropan-2-yl)morpholino)pyridin-2-yl)amino)-4-(1-methyl-1H-pyrrolo[2,3-b]pyridin-4-yl)-2,3-dihydro-1H-pyrrolo[3,4-c]pyridin-1-one